tert-butyl 4-(6-fluoro-7-hydroxy-8-nitro-4-oxo-4H-chromen-2-yl)piperidine-1-carboxylate FC=1C=C2C(C=C(OC2=C(C1O)[N+](=O)[O-])C1CCN(CC1)C(=O)OC(C)(C)C)=O